tert-Butyl (R)-4-((tetrahydrofuran-3-yl)amino)isoindoline-2-carboxylate O1C[C@@H](CC1)NC1=C2CN(CC2=CC=C1)C(=O)OC(C)(C)C